N1=CC=CC2=CC(=NC=C12)C(=O)O [1,7]naphthyridine-6-carboxylic acid